N-[3-(5-chloro-2-ethoxy-6-methoxy-benzimidazol-1-yl)-propyl]-acetamide ClC1=CC2=C(N(C(=N2)OCC)CCCNC(C)=O)C=C1OC